2-(3-Oxa-6-azabicyclo[3.1.1]heptan-6-yl)-6-methoxy-N-(5-(trifluoromethyl)-2-((3-(trifluoromethyl)bicyclo[1.1.1]pentan-1-yl)carbamoyl)phenyl)benzo[d]thiazole-7-carboxamide C12COCC(N1C=1SC3=C(N1)C=CC(=C3C(=O)NC3=C(C=CC(=C3)C(F)(F)F)C(NC31CC(C3)(C1)C(F)(F)F)=O)OC)C2